CN1C(CN=C(C2=C1C=CC(=C2)[N+](=O)[O-])C2=CC=CC=C2)=O 1-methyl-7-nitro-5-phenyl-1H-1,4-benzodiazepine-2(3H)-one